C(C)[C@]1(C[C@H](NC1=O)COC1=NC=CC2=CC(=C(C=C12)OC(C)C)C(=O)N)F 1-{[(2S,4R)-4-ethyl-4-fluoro-5-oxopyrrolidin-2-yl]methoxy}-7-(propan-2-yloxy)isoquinoline-6-carboxamide